S1C=NC2=C1C=C(C=C2)C2=NC(=NC=C2C)N (4-(benzothiazol-6-yl)-5-methylpyrimidin-2-yl)amine